(3S)-1-[2-[4-(2-chlorophenyl)-2-oxo-chromen-7-yl]oxypropanoyl]pyrrolidine-3-carboxylic acid ClC1=C(C=CC=C1)C1=CC(OC2=CC(=CC=C12)OC(C(=O)N1C[C@H](CC1)C(=O)O)C)=O